N[C@@H]1CN(CCC1)C1=CC(=NC=C1C=1C=NN(C1)CC(F)(F)F)NC1=NC(=NC=C1)C1=C(C=C(C=C1OC)CN(C)C)F (S)-N-(4-(3-aminopiperidin-1-yl)-5-(1-(2,2,2-trifluoroethyl)-1H-pyrazol-4-yl)pyridin-2-yl)-2-(4-((dimethylamino)methyl)-2-fluoro-6-methoxyphenyl)pyrimidin-4-amine